N1=C2C(=CC=C1)CN(C2)CC(=O)NC=2C=C(C(=NC2)C)NC(=O)C=2C=NN1C2SC(=C1)C=1C=NN(C1)C N-(5-(2-(5H-pyrrolo[3,4-b]pyridin-6(7H)-yl)acetamido)-2-methylpyridin-3-yl)-2-(1-methyl-1H-pyrazol-4-yl)pyrazolo[5,1-b]thiazole-7-carboxamide